2-(2,4-dimethoxyphenyl)-4,5-diphenyl-1H-imidazole COC1=C(C=CC(=C1)OC)C=1NC(=C(N1)C1=CC=CC=C1)C1=CC=CC=C1